FC([Si](Cl)(C(F)(F)F)C(F)(F)F)(C(C(C(C(C(C(C(C(F)(F)F)(F)F)(F)F)(F)F)(F)F)(F)F)(F)F)(F)F)F perfluorooctyl-trimethyl-chlorosilane